CN1CCN(CC1)C1=NC2=CC=C(C=C2C=N1)C=O 2-(4-Methylpiperazin-1-yl)quinazoline-6-carbaldehyde